C(C)N1C[C@@H](NCC1)C (3S)-1-ethyl-3-methylpiperazine